NC1=C(C=NN1C=1C=NC(=CC1C)OC1=C(C=CC=C1F)F)C(=O)C1=CC=2C=C3CCN(CC3=CC2N1)C1CCNCC1 (5-amino-1-{6-[(2,6-difluorophenyl)oxy]-4-methylpyridin-3-yl}pyrazol-4-yl)[7-(hexahydropyridin-4-yl)-5,6,7,8-tetrahydro-1H-pyrrolo[3,2-g]isoquinolin-2-yl]methanone